C(C)(C)N1C(=NC=2C=NC(=CC21)C2=CNC1=NC=C(C=C12)C(=O)NC=1C=NN(C1)C1CCNCC1)C 3-(1-isopropyl-2-methyl-1H-imidazo[4,5-c]pyridin-6-yl)-N-(1-(piperidin-4-yl)-1H-pyrazol-4-yl)-1H-pyrrolo[2,3-b]pyridine-5-carboxamide